N(=[N+]=[N-])C1=C(C(=C(C(=C1F)F)C#CC1=CC=2C(C3=CC(=CC=C3C2C=C1)C#CC1=C(C(=C(C(=C1F)F)N=[N+]=[N-])F)F)(CCCCCC)CCCCCC)F)F 2,7-bis[2-(4-azido-2,3,5,6-tetrafluoro-phenyl)ethynyl]-9,9-dihexyl-fluorene